azepan-1-yl-[1-(2,2-difluoro-ethyl)-3-(6-fluoro-imidazo[1,2-a]pyridin-3-yl)-1H-pyrazolo[4,3-c]pyridin-6-yl]-methanone N1(CCCCCC1)C(=O)C1=CC2=C(C=N1)C(=NN2CC(F)F)C2=CN=C1N2C=C(C=C1)F